C(#N)C=1C=CC(=C(C1)C1=CC(=NC(=C1)NCCC#N)C=1OC2=C(N1)C=C(C=C2C(F)(F)F)C(=O)OC)C2=NN=CN2C methyl 2-{4-[5-cyano-2-(4-methyl-1,2,4-triazol-3-yl)phenyl]-6-[(2-cyanoethyl)amino]pyridin-2-yl}-7-(trifluoromethyl)-1,3-benzoxazole-5-carboxylate